1,3-bis(diethylamino)propane C(C)N(CCCN(CC)CC)CC